C(C)(=O)NCCNC1C=2N(CCC1)N=C(C2)C(=O)NC=2C(=C(C=CC2)C2=C(C(=CC=C2)C=2SC1=C(CN(CC1)C)N2)C)C 4-((2-acetamidoethyl)amino)-N-(2,2'-dimethyl-3'-(5-methyl-4,5,6,7-tetrahydrothiazolo[4,5-c]pyridin-2-yl)-[1,1'-biphenyl]-3-yl)-4,5,6,7-tetrahydropyrazolo[1,5-a]pyridine-2-carboxamide